C1(CCC1)OB(O)O cyclobutyl-boric acid